[Br-].OCC[N+](CCO)(CCO)CCO Tetrakis(2-Hydroxyethyl)Ammonium Bromide